NC1=NC2=C(C=CC(=C2C=N1)Cl)C1=C(C=CC=C1)CO (2-(2-Amino-5-chloroquinazolin-8-yl)phenyl)methanol